1-Methylpyridine-2(1H)-imine hydroiodic acid salt I.CN1C(C=CC=C1)=N